4-chlorobenzyl (4-((2-methoxypyrimidine-5-carboxamido)meth-yl)phenyl)carbamate COC1=NC=C(C=N1)C(=O)NCC1=CC=C(C=C1)NC(OCC1=CC=C(C=C1)Cl)=O